((1R,3R)-3-aminocyclobutyl)((R)-3-(trifluoromethyl)-6,7,7a,8,10,11-hexahydro-9H-pyrazino[1,2-d]pyrido[3,2-b][1,4]oxazepin-9-yl)methanone NC1CC(C1)C(=O)N1C[C@@H]2N(C3=C(OCC2)C=C(C=N3)C(F)(F)F)CC1